[Si](C)(C)(C(C)(C)C)OC[C@H](C)SCC (S)-S-(1-((tert-butyldimethylsilyl)oxy)propan-2-yl)ethanethiol